[O-]S(=O)(=O)C(F)(F)F.C(C)(C)(C)C1=C(C=CC=C1)[I+]C1=C(C=CC=C1)C(C)(C)C bis-(t-butylphenyl)iodonium triflate